C1(=CC=C(C=C1)C[C@@H](C(=O)N[C@@H](C)C(=O)O)CP(=O)(O)[C@H](C)N)C1=CC=CC=C1 ((2S)-3-([1,1'-Biphenyl]-4-yl)-2-((((R)-1-aminoethyl)(hydroxy)phosphoryl)methyl)propanoyl)-L-Alanin